NC1=NC(=CC=C1C#N)C1CC1 2-amino-6-cyclopropyl-pyridine-3-carbonitrile